N-[(S)-1-(4-fluoro-3-methoxyphenyl)ethyl]-8-cyclopropyl-4-[5-(methoxymethyl)-1,4-diazepan-1-yl]-6-methyl-1,7-diaza-3-naphthamide FC1=C(C=C(C=C1)[C@H](C)NC(=O)C=1C=NC2=C(N=C(C=C2C1N1CCNC(CC1)COC)C)C1CC1)OC